CC1CC(C1)(C1=NN=CN1C)C=1C=C(C=CC1)CC(=O)OCC ethyl 2-(3-(3-methyl-1-(4-methyl-4H-1,2,4-triazol-3-yl)cyclobutyl)phenyl)acetate